C(#N)C[C@@H](C1=CC=C(C=C1)S(=O)(=O)CC)NC(C1=CC=C(C=C1)N1[C@@H](C[C@@H](C1)OC1=CC=C(C=C1)N1N=CC(=C1)C)COC(F)F)=O N-((S)-2-cyano-1-(4-(ethylsulfonyl)phenyl)ethyl)-4-((2S,4S)-2-((difluoromethoxy)methyl)-4-(4-(4-methyl-1H-pyrazol-1-yl)phenoxy)pyrrolidin-1-yl)benzamide